C(C(=C)C)(=O)OCP(OC)(OC)=O dimethyl [(methacryloyloxy)methyl]phosphonate